N1N=CC2=C1CCC2=O 5,6-Dihydrocyclopenta[c]pyrazol-4(1H)-one